1-(2-(1H-benzo[d][1,2,3]triazol-1-yl)-3-methylbutanoyl)-N-((R)-3-([1,1'-biphenyl]-4-yl)-1-amino-1-oxopropan-2-yl)-4-hydroxypyrrolidine-2-carboxamide N1(N=NC2=C1C=CC=C2)C(C(=O)N2C(CC(C2)O)C(=O)N[C@@H](C(=O)N)CC2=CC=C(C=C2)C2=CC=CC=C2)C(C)C